4-(N,N-dimethylsulfamoyl)-N-(3-fluoro-2-(4-(pyridin-2-yloxy)piperidin-1-yl)phenyl)-N-methylbenzamide CN(S(=O)(=O)C1=CC=C(C(=O)N(C)C2=C(C(=CC=C2)F)N2CCC(CC2)OC2=NC=CC=C2)C=C1)C